6-bromo-8-methoxy-2-methylquinazolin-4-ol BrC=1C=C2C(=NC(=NC2=C(C1)OC)C)O